9-(3-aminobenzyl)-8-bromo-2-fluoro-9H-purin-6-amine NC=1C=C(CN2C3=NC(=NC(=C3N=C2Br)N)F)C=CC1